2-(trifluoromethyl)-5-((S)-3-(((3S,4S,5R)-3,4,5-tris(benzyloxy)piperidin-1-yl)methyl)pyrrolidin-1-yl)pyridine FC(C1=NC=C(C=C1)N1C[C@@H](CC1)CN1C[C@@H](C([C@@H](C1)OCC1=CC=CC=C1)OCC1=CC=CC=C1)OCC1=CC=CC=C1)(F)F